ethyl (E)-3-[3-[3-[[6-[2-(2-oxanyl)-3-pyrazolyl]-3-pyridinyl]oxy]propyl]phenyl]-2-propenoate O1C(CCCC1)N1N=CC=C1C1=CC=C(C=N1)OCCCC=1C=C(C=CC1)/C=C/C(=O)OCC